4-(3-piperidyl)-6,7,8,9-tetrahydro-5H-pyrido[3,4-b]indole-1-carboxamide hydrochloride Cl.N1CC(CCC1)C1=CN=C(C=2NC=3CCCCC3C21)C(=O)N